2-(AMINOMETHYL)-5-FLUOROPHENYLBORONIC ACID NCC1=C(C=C(C=C1)F)B(O)O